N-[3-[2-(trifluoromethoxy)phenyl]-1-[[2-(trimethylsilyl)ethoxy]methyl]pyrrolo[2,3-b]pyridin-6-yl]cyclopropanecarboxamide FC(OC1=C(C=CC=C1)C1=CN(C2=NC(=CC=C21)NC(=O)C2CC2)COCC[Si](C)(C)C)(F)F